(3-epoxypropoxypropyl)dimethylethoxysilane C(CC)OC1(C(C)O1)[Si](OCC)(C)C